14Z-Eicosadienoylcarnitine C(C=CC=CCCCCCCCCCCCCCCC)(=O)C(O)(C[N+](C)(C)C)CC([O-])=O